CC1=C(C=C(C(=C1)C=O)C)C=O 2,5-dimethylbenzene-1,4-dicarboxaldehyde